1-((3aR,4S,6R,6aS)-2,2-dimethyl-6-(4-methyl-7H-pyrrolo[2,3-d]pyrimidin-7-yl)tetrahydro-4H-cyclopenta[d][1,3]dioxol-4-yl)cyclopropane-1-ol CC1(O[C@H]2[C@@H](O1)[C@@H](C[C@@H]2C2(CC2)O)N2C=CC1=C2N=CN=C1C)C